methyl 2-(((tert-butoxycarbonyl)amino)methyl)-5-cyanobenzofuran-7-carboxylate C(C)(C)(C)OC(=O)NCC=1OC2=C(C1)C=C(C=C2C(=O)OC)C#N